OC1CC2(C1)CCN(CC2)C2=NOC(=C2)C(C(=O)OCC)C(C)C 2-Ethyl 2-(3-(2-hydroxy-7-azaspiro[3.5]nonan-7-yl)isoxazol-5-yl)-3-methylbutanoate